C(CCCCCCC\C=C/C\C=C/CCCCC)(=O)OCC(CCCCC(OC(CCCCCC)CCCCCC)=O)CO 2-(hydroxymethyl)-7-oxo-7-(tridecan-7-yloxy)heptyl (9Z,12Z)-octadeca-9,12-dienoate